[Si](C)(C)(C(C)(C)C)OC1=C(C)C=CC=C1 2-(t-butyldimethylsilyloxy)toluene